FC=1C=CC2=C(CCO2)C1CNC1=NC=C(C=2N1C=NN2)C=2C=1N(C=CC2)C=C(N1)C N-((5-fluoro-2,3-dihydrobenzofuran-4-yl)methyl)-8-(2-methylimidazo[1,2-a]pyridin-8-yl)-[1,2,4]triazolo[4,3-c]pyrimidin-5-amine